N-(4-(4-amino-4-methylpiperidin-1-yl)phenyl)-4-(7-aminobenzofuran-2-yl)-5-(oxazol-5-yl)pyrimidin-2-amine NC1(CCN(CC1)C1=CC=C(C=C1)NC1=NC=C(C(=N1)C=1OC2=C(C1)C=CC=C2N)C2=CN=CO2)C